(8-(4,5-dimethoxy-2-methylphenyl)octyl)triphenylphosphonium Tert-butyl-4-bromo-2-(methoxymethyl)benzylcarbamate C(C)(C)(C)N(C([O-])=O)CC1=C(C=C(C=C1)Br)COC.COC1=CC(=C(C=C1OC)CCCCCCCC[P+](C1=CC=CC=C1)(C1=CC=CC=C1)C1=CC=CC=C1)C